3-(5-(4-(((3s,5r)-3,5-dimethylpiperidin-1-yl)methyl)pyridin-2-yl)-1-oxoisoindolin-2-yl)piperidine-2,6-dione C[C@@H]1CN(C[C@@H](C1)C)CC1=CC(=NC=C1)C=1C=C2CN(C(C2=CC1)=O)C1C(NC(CC1)=O)=O